(E)-4-(4-(Benzyloxy)-3,3-difluorobut-1-en-1-yl)-3-nitro-2-(prop-1-en-2-yl)pyridine C(C1=CC=CC=C1)OCC(/C=C/C1=C(C(=NC=C1)C(=C)C)[N+](=O)[O-])(F)F